C(C)(=O)NCCCC[C@H](N)C(=O)O Nε-acetyl-lysine